1-isopentyl-3-(4-(2-methyl-1-phenyl-1H-benzoimidazol-5-yl)phenyl)urea C(CC(C)C)NC(=O)NC1=CC=C(C=C1)C1=CC2=C(N(C(=N2)C)C2=CC=CC=C2)C=C1